OC1=C(C(=CC(=C1)CC(C)(C)O)O)C1=C2CC(N(C2=CC=C1C)CC)=O 4-(2,6-Dihydroxy-4-(2-hydroxy-2-methylpropyl)phenyl)-1-ethyl-5-methylindolin-2-one